FC1=CC=CC=2N(C(=NC21)C=2C(=NSN2)NC)CC=2N=NC=CC2 4-(4-fluoro-1-(pyridazin-3-ylmethyl)-benzimidazol-2-yl)-N-methyl-1,2,5-thiadiazol-3-amine